C(C1=CC=CC=C1)OC(CC[C@H](N)C(=O)O)=O |r| DL-glutamic acid-5-benzyl ester